7-((5-(Difluoromethyl)pyridin-2-yl)oxy)-2-azaspiro[3.5]nonan FC(C=1C=CC(=NC1)OC1CCC2(CNC2)CC1)F